Cl.ClC1=CC=C(C=C1)C(N1[C@@H](CN[C@H](C1)C)C)C1=NC=C(C=C1)Cl (2R,5S)-1-((4-chlorophenyl)(5-chloropyridin-2-yl)methyl)-2,5-dimethylpiperazine hydrochloride